2-((1-(1-(2,6-bis(benzyloxy)pyridin-3-yl)-3-methyl-2-oxo-2,3-dihydro-1H-benzo[d]imidazol-5-yl)piperidin-4-yl)methyl)cyclopropanecarboxylic acid C(C1=CC=CC=C1)OC1=NC(=CC=C1N1C(N(C2=C1C=CC(=C2)N2CCC(CC2)CC2C(C2)C(=O)O)C)=O)OCC2=CC=CC=C2